C1(CCC1)N1C2CC(CC1CC2)N2CCC(CC2)C2=CC1=C(N(C(=N1)C1=CC=C(C=C1)S(=O)(=O)C)C)C=C2F 5-(1-(8-Cyclobutyl-8-azabicyclo[3.2.1]octan-3-yl)piperidin-4-yl)-6-fluoro-1-methyl-2-(4-(methylsulfonyl)phenyl)-1H-benzo[d]imidazol